urea propyl-sulfate C(CC)OS(=O)(=O)O.NC(=O)N